C1(CC1)C(C(=O)NC1=NC=C(C=C1)OC1=CC=C(C=C1)F)N1CCN(CC1)C(=O)C=1C=NC(=CC1)OC 2-cyclopropyl-N-[5-(4-fluorophenoxy)pyridin-2-yl]-2-[4-(6-methoxypyridine-3-carbonyl)piperazin-1-yl]acetamide